1-(4-(4-(3-(4-fluorophenyl)-1H-pyrazol-4-yl)furo[2,3-d]pyrimidin-6-yl)-5,6-dihydropyridin-1(2H)-yl)ethanone FC1=CC=C(C=C1)C1=NNC=C1C=1C2=C(N=CN1)OC(=C2)C2=CCN(CC2)C(C)=O